ClC=1C=C(C=CC1)C=1C=CC=2N(N1)N=CC2B(O)O [6-(3-chlorophenyl)pyrazolo[1,5-b]pyridazin-3-yl]boronic acid